CC(CCCC(=O)O)C=CCCCCCCC.OC1=CC=C(C=C1)[C@@H](CCN1CCC(CC1)CC1=CC=CC=C1)OC |r| (±)-(R,S)-α-(4-hydroxyphenyl)-O-methyl-4-(phenylmethyl)-1-piperidinepropanol 3-methyldodec-4-en-1-yl-acetate